methyl (2S)-3-(4-[3-[3-(acetyloxy)-2,2-dimethylpropyl]-2-iodo-1H-indol-5-yl]-1,3-thiazol-2-yl)-2-[(tert-butoxycarbonyl)amino]propanoate C(C)(=O)OCC(CC1=C(NC2=CC=C(C=C12)C=1N=C(SC1)C[C@@H](C(=O)OC)NC(=O)OC(C)(C)C)I)(C)C